COC([C@H](O)C)=O methyl-(R)-lactate